OCCCCOCCN1C(C(=CC=C1)CNCCC(=O)O)=O 3-(((1-(2-(4-hydroxybutoxy)ethyl)-2-oxo-1,2-dihydropyridin-3-yl)methyl)amino)propionic acid